3-(1,4-Dimethyl-1H-benzo[d][1,2,3]triazol-5-yl)-3-(3-((R)-2-ethyl-2,3-dihydropyrido[3,4-f][1,4]oxazepin-4(5H)-yl)-2,3-dihydro-1H-inden-5-yl)propanoic acid, formic acid salt C(=O)O.CN1N=NC2=C1C=CC(=C2C)C(CC(=O)O)C=2C=C1C(CCC1=CC2)N2C[C@H](OC1=C(C2)C=NC=C1)CC